C1(=CC=CC=C1)C=1C(=C2C(=CC1)N=C1C=CC3=C4C=CC=CC4=NC3=C12)C=1C(=C(C=CC1)C=1C(=CC=CC1)C1=CC=CC=C1)C1=CC=CC=C1 (phenyl)indolocarbazolyl-(phenyl)(terphenyl)